3-hydroxyethyl-1,3-oxazolidine OCCN1COCC1